[SH3+].[I+] iodine (sulfonium) salt